2-(1H-imidazole-1-yl)acetonitrile N1(C=NC=C1)CC#N